tert-butyl N-[(3S)-1-(4-[2-methyl-5-[(3S)-3-(2,2,2-trifluoroethyl)pyrrolidine-1-carbonylamino]phenyl]-6-(morpholin-4-yl)pyridin-2-yl) pyrrolidin-3-yl]carbamate CC1=C(C=C(C=C1)NC(=O)N1C[C@@H](CC1)CC(F)(F)F)C1=CC(=NC(=C1)N1CCOCC1)N1C[C@H](CC1)NC(OC(C)(C)C)=O